Pyrrolidine-1-sulfonamide N1(CCCC1)S(=O)(=O)N